C(#N)C1=CC(=C(OC2=NC=C(C=C2C(=O)NC2=CC(=CC=C2)S(=O)(=O)C)C23CCOCC3C2)C=C1)OC 2-(4-cyano-2-methoxy-phenoxy)-N-[3-(methylsulfonyl)phenyl]-5-(3-oxabicyclo[4.1.0]hept-6-yl)pyridine-3-carboxamide